Cl.CN(C1CC(C1)N)C N1,N1-dimethylcyclobutane-1,3-diamine hydrochloride